FC1=C(C(=C(C(=C1F)F)F)F)[B-](C1=C(C(=C(C(=C1F)F)F)F)F)(C1=C(C(=C(C(=C1F)F)F)F)F)C1=C(C(=C(C(=C1F)F)F)F)F.C(C)(=O)C1=CC=C(C=C1)SC1=CC=C(C=C1)[SH2+] (4-((4-acetylphenyl)thio)phenyl)sulfonium tetrakis(perfluorophenyl)borate